N-(2,2-difluoroethyl)-5-(2-isobutyl-7H-pyrrolo[2,3-d]pyrimidin-5-yl)pyrazolo[1,5-a]pyridine-3-carboxamide FC(CNC(=O)C=1C=NN2C1C=C(C=C2)C2=CNC=1N=C(N=CC12)CC(C)C)F